2-(1-{[2-(7-{[(3-fluoropyridin-2-yl)methyl]amino}-[1,3]thiazolo[5,4-d]pyrimidin-2-yl)ethyl]amino}ethyl)phenol FC=1C(=NC=CC1)CNC=1C2=C(N=CN1)SC(=N2)CCNC(C)C2=C(C=CC=C2)O